6-[(2S,4S)-4-fluoro-2-[5-fluoro-2-(methylthio)phenyl]cyclopentyl]imidazo[1,2-b]pyridazine-3-carbonyl chloride F[C@H]1C[C@@H](C(C1)C=1C=CC=2N(N1)C(=CN2)C(=O)Cl)C2=C(C=CC(=C2)F)SC